hexahydro-4,7-methanoindan-1-carbaldehyde C1(CCC2C3CCC(C12)C3)C=O